C1=C(C=CC2=CC=CC=C12)C(=O)N[C@@H](C(=O)N1[C@@H](C[C@H](C1)N1N=NC=C1C(C)(C)O)C(=O)NC(CCCCNC([O-])=O)C(C(=O)N)=O)CC1CCCCC1 (5-((2S,4R)-1-((R)-2-(2-naphthamido)-3-cyclohexylpropanoyl)-4-(5-(2-hydroxypropan-2-yl)-1H-1,2,3-triazol-1-yl)pyrrolidine-2-carboxamido)-7-amino-6,7-dioxoheptyl)carbamate